C(C1=CC=CC=C1)N(CCOCCCCCOC1CCN(CC1)C(=O)OC(C)(C)C)CC1=CC=CC=C1 tert-butyl 4-[5-[2-(dibenzylamino)ethoxy]pentoxy]piperidine-1-carboxylate